C1(CC1)N1N=C(C(=C1)OC1=CC=NC2=CC(=CC=C12)C=1C=NN(C1)CC(C)(O)C)C1CCOCC1 (4-(4-((1-cyclopropyl-3-(tetrahydro-2H-pyran-4-yl)-1H-pyrazol-4-yl)oxy)quinolin-7-yl)-1H-pyrazol-1-yl)-2-methylpropan-2-ol